4-(((6-Phenylnaphthalen-1-yl)thio)methyl)piperidine-1-carboxylic acid tert-butyl ester C(C)(C)(C)OC(=O)N1CCC(CC1)CSC1=CC=CC2=CC(=CC=C12)C1=CC=CC=C1